N=1N(N=CC1)C=1C=CC(=NC1)C(C=1OC=C(N1)C(=O)OCC)O ethyl 2-((5-(2H-1,2,3-triazol-2-yl)pyridin-2-yl)(hydroxy)methyl)oxazole-4-carboxylate